The molecule is a 1,2-diacyl-sn-glycero-3-phosphoethanolamine in which the 1- and 2-acyl groups are specified as hexadecanoyl (palmitoyl) and octadecanoyl (stearoyl) respectively. It is a tautomer of a 1-hexadecanoyl-2-octadecanoyl-sn-glycero-3-phosphoethanolamine zwitterion. CCCCCCCCCCCCCCCCCC(=O)O[C@H](COC(=O)CCCCCCCCCCCCCCC)COP(=O)(O)OCCN